6-{7-chloro-8-[(2-cyano-2-methylideneethyl)amino]naphthalen-2-yl}-N-methylpyridine-2-carboxamide ClC1=CC=C2C=CC(=CC2=C1NCC(=C)C#N)C1=CC=CC(=N1)C(=O)NC